N1(C=NC=C1)C=1N=C(C2=C(N1)C=CS2)C(=O)NC2CCC(CC2)OCCOC (1H-imidazol-1-yl)-N-((1r,4r)-4-(2-methoxyethoxy)cyclohexyl)thieno[3,2-d]pyrimidine-4-carboxamide